C(C)C1(OC2=C(\C(\C1)=N\O)C=C(C=C2)C2=NC(=NO2)C=2C=NC=CC2)CC N-[(4E)-2,2-diethyl-6-[3-(pyridin-3-yl)-1,2,4-oxadiazol-5-yl]-3,4-dihydro-2H-1-benzopyran-4-ylidene]hydroxylamine